tert-butyl (1-(2-(3-(3-chloro-4-fluorophenyl)-4-oxothieno[3,2-c]pyridin-5(4H)-yl)acetyl)-3-methylazetidin-3-yl)carbamate ClC=1C=C(C=CC1F)C1=CSC2=C1C(N(C=C2)CC(=O)N2CC(C2)(C)NC(OC(C)(C)C)=O)=O